N2-(4,6-difluoro-2,3-dihydrobenzofuran-3-yl)-6-(1-tetrahydropyran-2-yl-indazol-6-yl)-1,3,5-triazine-2,4-diamine FC1=CC(=CC2=C1C(CO2)NC2=NC(=NC(=N2)N)C2=CC=C1C=NN(C1=C2)C2OCCCC2)F